N1N=CC(=C1)C1=C(N=NC=C1)N 4-(1H-pyrazol-4-yl)pyridazin-3-amine